2-methyl-N-tetrahydronaphthalen-1-ylidene-propane-2-sulfinamide CC(C)(C)S(=O)N=C1CCCC2CC=CC=C12